C[C@H]1C2CC=C3[C@@H]4CC[C@H]([C@@H](CCCC(C)C)C)[C@]4(CC[C@@H]3[C@]2(CC[C@@H]1O)C)C 4alpha-methyl-cholest-7-en-3beta-ol